NC=1NC(C=2N(C(N(C2N1)[C@@H]1O[C@@H]([C@H]([C@H]1O)F)CO)=O)CC1(CC1)C(=O)O)=O 1-((2-amino-9-((2R,3S,4S,5R)-4-fluoro-3-hydroxy-5-(hydroxymethyl)tetrahydrofuran-2-yl)-6,8-dioxo-1,6,8,9-tetrahydro-7H-purin-7-yl)methyl)cyclopropane-1-carboxylic acid